1-((cyclopropylmethoxy)(phenyl)methyl)-3-nitrobenzene C1(CC1)COC(C1=CC(=CC=C1)[N+](=O)[O-])C1=CC=CC=C1